N6-isopropyl-D-lysine C(C)(C)NCCCC[C@@H](N)C(=O)O